S1C(=NC2=C1C=CC=C2)C2=C(C(=C(C(=C2C2=CC=C(C=C2)N2C1=CC=CC=C1C=1C=C(C=CC21)C)C2=CC=CC=1SC3=C(C12)C=CC=C3)C3=CC=CC=1SC2=C(C13)C=CC=C2)C2=CC=C(C=C2)N2C1=CC=CC=C1C=1C=C(C=CC21)C)C#N 3'-(benzo[d]thiazol-2-yl)-5',6'-bis(dibenzo[b,d]thiophen-1-yl)-4,4''-bis(3-methyl-9H-carbazol-9-yl)-[1,1':4',1''-terphenyl]-2'-carbonitrile